3,4-dihydroxy-benzohydroxamic acid OC=1C=C(C(=O)NO)C=CC1O